6-((2-Aminopyrimidin-5-yl)Methyl)-N-(3-Cyano-5-(Trifluoromethyl)Phenyl)-4,5,6,7-Tetrahydrothieno[2,3-c]Pyridin-3-Carboxamid NC1=NC=C(C=N1)CN1CC2=C(CC1)C(=CS2)C(=O)NC2=CC(=CC(=C2)C(F)(F)F)C#N